butyl-4-methyl-pyridine C(CCC)C1=NC=CC(=C1)C